(3R,7aS)-3-phenyl-6-(phenylsulfinyl)tetrahydro-3H,5H-pyrrolo[1,2-c]oxazol-5-one C1(=CC=CC=C1)[C@H]1OC[C@H]2N1C(C(C2)S(=O)C2=CC=CC=C2)=O